N1C(=CC=C1)[S+](C=1NC=CC1)C=1NC=CC1.C1(=CC=CC=C1)O phenol-tris(pyrrolyl)sulfonium salt